ClC1=CC=C(C=C1)[C@H](C(=O)N1CCN(CC1)C=1C2=C(N=CN1)[C@@H](C[C@H]2C)O)[C@@H]2C1(CCC1)CCN2 (S)-2-(4-chlorophenyl)-1-(4-((5R,7R)-7-hydroxy-5-methyl-6,7-dihydro-5H-cyclopenta[d]pyrimidin-4-yl)piperazin-1-yl)-2-((R)-6-azaspiro[3.4]oct-5-yl)ethan-1-one